2-(3-pyridinyl)-4-(acetoxy)-5-amino-3(2H)-furanone N1=CC(=CC=C1)C1OC(=C(C1=O)OC(C)=O)N